C(#N)C=1N=CN(C1)C[C@@H](C(=O)OCC)O ethyl (2S)-3-(4-cyanoimidazol-1-yl)-2-hydroxy-propionate